C(C)(C)(C)OC(=O)N1CC2(C1)C[C@@H](CC2)N2CCC(CC2)C2=C(C=CC=C2)OCC2=CC=CC=C2 (R)-6-(4-(2-(benzyloxy)phenyl)piperidin-1-yl)-2-azaspiro[3.4]octane-2-carboxylic acid tert-butyl ester